C(C)S(=O)(=O)C=1C(=NC=C(C1)C1=NOC(=N1)C1(CC1)F)C1=NC=2C(=NC=C(C2)C(C(F)(F)F)(F)F)N1C 3-(ethanesulfonyl)-5-[5-(1-fluorocyclopropyl)-1,2,4-oxadiazol-3-yl]-2-[3-methyl-6-(1,1,2,2,2-pentafluoroethyl)-3H-imidazo[4,5-b]pyridin-2-yl]pyridine